(E)-4-(benzyloxy)-2-hydroxy-3-(3-methylbut-2-en-1-yl)-6-(4-(trifluoromethyl)styryl)benzoic acid C(C1=CC=CC=C1)OC1=C(C(=C(C(=O)O)C(=C1)\C=C\C1=CC=C(C=C1)C(F)(F)F)O)CC=C(C)C